phosphorus nickel oxide [Ni]=O.[P]